FC1=C(C=C(C(=C1)C)S(CC(F)(F)F)O)\N=C\1/SCC(N1CC(F)(F)F)=O rac-(2Z)-2-[2-fluoro-5-[hydroxy(2,2,2-trifluoroethyl)-λ4-sulfanyl]-4-methyl-phenyl]imino-3-(2,2,2-trifluoroethyl)thiazolidin-4-one